5,6-dichloropyridine-3-carbonitrile ClC=1C=C(C=NC1Cl)C#N